FC1=C(C[C@H]2CN(C(N2C2=CC(=CC=N2)C)=O)C)C=CC(=C1)F 6-((S)-5-(2,4-difluorobenzyl)-3-methyl-2-oxoimidazolidin-1-yl)-4-methylpyridin